N-(6S)-2-Cyclopropyl-4-methyl-5-oxo-7,8-dihydro-6H-pyrazolo[1,5-a][1,3]diazepin-6-yl-1-(tetrahydrofuran-3-ylmethyl)-1,2,4-triazol-3-carboxamid C1C(C1)NC(=O)C1=NN(C(=N1)[C@H]1C(N(C=2N(CC1)N=CC2)C)=O)CC2COCC2